styryl-aminocaprolactam C(=CC1=CC=CC=C1)C1(C(=O)NCCCC1)N